N[C@H]1CN(C[C@@H](C1)F)C(=O)C1=CC2=C(N(C(=N2)C2=CC=3C(=NC(=CC3)C3=C(C=C(C=C3F)CO)F)N2CC2CC2)C)C(=C1)OC [4-(2-{5-[(3R,5R)-3-amino-5-fluoropiperidine-1-carbonyl]-7-methoxy-1-methyl-1H-1,3-benzodiazol-2-yl}-1-(cyclopropylmethyl)-1H-pyrrolo[2,3-b]pyridin-6-yl)-3,5-difluorophenyl]methanol